ClC1=CC(=C2C[C@@H]([C@H](C2=C1)OC1=C(C=C(C=C1)S(=O)(=O)N)F)N1CCNCC1)C#N (4-([(1S,2S)-6-chloro-4-cyano-2-(piperazin-1-yl)-2,3-dihydro-1H-inden-1-yl]oxy)-3-fluorophenyl)sulfonamide